benzyl 4-(3-chloro-2-methylphenyl)-4-(quinolin-7-yl((2-(trimethylsilyl)ethoxy)methyl)amino)piperidine-1-carboxylate ClC=1C(=C(C=CC1)C1(CCN(CC1)C(=O)OCC1=CC=CC=C1)N(COCC[Si](C)(C)C)C1=CC=C2C=CC=NC2=C1)C